N-(6-(7-chloro-8-iodoimidazo[1,2-a]pyridin-3-yl)-4-(trifluoromethyl)pyridazin-3-yl)benzo[d]thiazol-2-amine ClC1=C(C=2N(C=C1)C(=CN2)C2=CC(=C(N=N2)NC=2SC1=C(N2)C=CC=C1)C(F)(F)F)I